FC1=CC=C(OC2=CC=C(C=C2)C2=NC3=CC(=C(C=C3C(=N2)N)OCCCN2CCOCC2)OC)C=C1 (4-(4-fluorophenoxy)phenyl)-7-methoxy-6-(3-morpholinopropoxy)quinazolin-4-amine